N-methyl-6-(trifluoromethyl)isoindolin-5-amine CNC=1C=C2CNCC2=CC1C(F)(F)F